Methyl 2-(2-amino-9-((2R,3R,4R,5R)-3,4-dihydroxy-5-(hydroxymethyl)tetrahydrofuran-2-yl)-6,8-dioxo-1,6,8,9-tetrahydro-7H-purin-7-yl)acetat NC=1NC(C=2N(C(N(C2N1)[C@@H]1O[C@@H]([C@@H]([C@H]1O)O)CO)=O)CC(=O)OC)=O